(3R)-4,4-difluoro-1-(6-fluoro-1-((5-fluoro-2-pyridinyl)methyl)-1H-benzimidazol-2-yl)-3-piperidinamine FC1([C@@H](CN(CC1)C1=NC2=C(N1CC1=NC=C(C=C1)F)C=C(C=C2)F)N)F